BrC1=C(C2=C(OC(C(O2)(Br)Br)(Br)Br)C=CC=CC=C1)Br hexabromocyclodecaDioxane